C(C)(C)(C)OC(=O)N1[C@@H](CN(C[C@@H]1C)C1=NC=C(N=C1)N)C (2r,6s)-4-(5-aminopyrazin-2-yl)-2,6-dimethylpiperazine-1-carboxylic acid tert-butyl ester